4-(3-amino-5-(2,6-dimethylphenoxy)-1-(2-fluoro-2-methylpropyl)-1H-indazol-6-yl)-N-ethyl-6-methyl-7-oxo-6,7-dihydro-1H-pyrrolo[2,3-c]pyridine-2-carboxamide NC1=NN(C2=CC(=C(C=C12)OC1=C(C=CC=C1C)C)C=1C2=C(C(N(C1)C)=O)NC(=C2)C(=O)NCC)CC(C)(C)F